3-(2,6-dichloro-3,5-dimethoxyphenyl)-7-(1-methyl-1H-pyrazol-4-yl)-1-(oxetan-3-yl)-1,6-naphthyridin-2(1H)-one ClC1=C(C(=C(C=C1OC)OC)Cl)C=1C(N(C2=CC(=NC=C2C1)C=1C=NN(C1)C)C1COC1)=O